5-(hydroxymethyl)-1H-pyrrole OCC1=CC=CN1